CNC1CCN(CC1)C=1C=CC=C2C(=CN=CC12)N1C(NC(CC1)=O)=O 1-[8-[4-(Methylamino)-1-piperidyl]-4-isoquinolyl]hexahydropyrimidine-2,4-dione